ClC1=CC(=C(C=C1)C1=CC(=CN2C1=NC(=C(C2=O)C)C)N2C[C@@H](OCC2)C2=CC(=NC=C2)C)F 9-(4-chloro-2-fluoro-phenyl)-2,3-dimethyl-7-[(2S)-2-(2-methyl-4-pyridyl)morpholin-4-yl]pyrido[1,2-a]pyrimidin-4-one